1-mercaptomethyl-triethoxysilane SC[Si](OCC)(OCC)OCC